FC1CN(CC1)S(=O)(=O)N 3-fluoropyrrolidine-1-sulfonic acid amide